6-(3-(3-phenyl-1,2,4-oxadiazol-5-yl)propionyl)-2-(1-phenylcyclopropyl)-5,6,7,8-tetrahydropyrido[4,3-d]pyrimidin-4(3H)-one C1(=CC=CC=C1)C1=NOC(=N1)CCC(=O)N1CC2=C(N=C(NC2=O)C2(CC2)C2=CC=CC=C2)CC1